benzyltin tripropionate C(CC)(=O)[O-].C(CC)(=O)[O-].C(CC)(=O)[O-].C(C1=CC=CC=C1)[Sn+3]